FC1=C2C(=C(C(NC2=CC=C1)(C)C1=NC(=NC=C1)N[C@H]1[C@@H](COCC1)O)C(=O)[O-])C(C)C 5-fluoro-2-(((3S,4R)-3-hydroxytetrahydro-2H-pyran-4-ylamino)pyrimidin-4-yl)-4-isopropyl-2-methylquinoline-3-carboxylate